OC(C(=O)OC(C)CCCC(C)C)(C)C 6-methylheptan-2-yl α-hydroxyisobutyrate